ClC=1C=2C(C(=NC1)N1CC3(CCC3)C(C1)(F)F)=CN(N2)C=2C(NC(NC2)=O)=O 5-[7-chloro-4-(8,8-difluoro-6-azaspiro[3.4]octan-6-yl)pyrazolo[4,3-c]pyridin-2-yl]-1H-pyrimidine-2,4-dione